P(=O)([O-])([O-])OC1=CC=CC2=CC=CC=C12.[Na+].[Na+] sodium α-naphthol phosphate